1-(6-(2-(6-methyl-2-(trifluoromethyl)pyrimidin-4-yl)-2,6-diazaspiro[3.4]octan-6-yl)-1H-pyrazolo[3,4-d]pyrimidin-1-yl)propan-2-one CC1=CC(=NC(=N1)C(F)(F)F)N1CC2(C1)CN(CC2)C2=NC=C1C(=N2)N(N=C1)CC(C)=O